FC1=CC(=C(C=C1)C1=NC=CC2=C1CN(C2=O)C2=CC=C(C=C2)C2(CCOCC2)C#N)OCC(F)(F)F 4-(4-{4-[4-fluoro-2-(2,2,2-trifluoroethoxy)phenyl]-1-oxo-1,3-dihydro-2H-pyrrolo[3,4-c]pyridin-2-yl}phenyl)oxan-4-carbonitrile